N1NCCC2=C1N=CC=C2 tetrahydropyrido[2,3-c]pyridazine